N1=CC(=CC=C1)C1=CC=C(C#N)C=C1 4-(pyridin-3-yl)benzonitrile